OC1=C(C(=O)C2=C(C=CC=C2)O)C=C(C(=C1)OC)C 2,2'-dihydroxy-4-methoxy-5-methylbenzophenone